N-(2-(2-(2-amino-2-oxoethoxy)ethyl)-6-morpholino-2H-indazol-5-yl)-3-sulfamoylbenzamide NC(COCCN1N=C2C=C(C(=CC2=C1)NC(C1=CC(=CC=C1)S(N)(=O)=O)=O)N1CCOCC1)=O